N,N-dimethyl-1H-indol-1-amine CN(C)N1C=CC2=CC=CC=C21